C(C)(C)(C)C1=CC=C(C=C1)C1=NC(=CC=C1)C 2-(4-tert-butylphenyl)-6-methylpyridine